phosphonic acid copper salt [Cu+2].P([O-])([O-])=O